N1CCC(CC1)N1C(CC(C1)C(=O)N)C(=O)N (piperidin-4-yl)pyrrolidine-2,4-dicarboxamide